ClC1=NC(=C(C=2N=C(NC(C21)=O)S)F)Cl 5,7-dichloro-8-fluoro-2-mercaptopyrido[4,3-d]pyrimidine-4(3H)-one